aluminum potassium sulfate dihydrate O.O.S(=O)(=O)([O-])[O-].[K+].[Al+3].S(=O)(=O)([O-])[O-]